methyl (R)-3-(2-((tert-butoxycarbonyl) amino) propyl)-1H-indole-6-carboxylate C(C)(C)(C)OC(=O)N[C@@H](CC1=CNC2=CC(=CC=C12)C(=O)OC)C